6-Fluoro-N-{[(3R,4S)-4-methyl-2-[6-methyl-3-(2H-1,2,3-triazol-2-yl)pyridin-2-carbonyl]-2-azabicyclo[3.1.1]heptan-3-yl]methyl}-1,3-benzoxazol-2-amin FC1=CC2=C(N=C(O2)NC[C@@H]2N(C3CC([C@@H]2C)C3)C(=O)C3=NC(=CC=C3N3N=CC=N3)C)C=C1